[Cl-].C[N+](CC=C)(CC=C)C dimethyldi-2-propenyl-ammonium chloride